5-{2-oxa-6-azaspiro[3.3]heptan-6-yl}-2H-pyrazolo[3,4-b]pyridin C1OCC12CN(C2)C2=CC=1C(N=C2)=NNC1